C(C)N(P(OCCC#N)(OC1CCC(CC1)CP(=O)(OC)OC)=O)C(C)C 2-cyanoethyl (4-((dimethoxyphosphoryl)methyl)cyclohexyl) ethyl(isopropyl)phosphoramidate